C(C1=CC=CC=C1)OC(/C=C/C1=C(OCCCC(=O)OC(C)(C)C)C=C(C=C1)[N+](=O)[O-])=O TERT-BUTYL (E)-4-(2-(3-(BENZYLOXY)-3-OXOPROP-1-EN-1-YL)-5-NITROPHENOXY)BUTANOATE